FC1(C[C@]2(CC1)C[C@H](N(CC2)CC2=C1C=CN(C1=C(C=C2OC)C)C(=O)OC(C)(C)C)C2=CC=C(C=C2)C(=O)OC)F tert-butyl 4-(((5S,7S)-2,2-difluoro-7-(4-(methoxycarbonyl)phenyl)-8-azaspiro[4.5]decan-8-yl)methyl)-5-methoxy-7-methyl-1H-indole-1-carboxylate